4-(bromomethyl)-3-cyanobenzoic acid methyl ester COC(C1=CC(=C(C=C1)CBr)C#N)=O